(E)-N-cyclohexyl-3-(p-tolyl)-N-(3-thienyl)prop-2-enamide C1(CCCCC1)N(C(\C=C\C1=CC=C(C=C1)C)=O)C1=CSC=C1